C1(=CC=C(C=C1)COC1=C(C2=CC=CC=C2C=C1)C1=C(C=CC2=CC=CC=C12)OCCO)COC1=C(C2=CC=CC=C2C=C1)C1=C(C=CC2=CC=CC=C12)OCCO 2,2'-[1,4-phenylenebis(methyleneoxy[1,1'-binaphthalene]-2',2-diyloxy)]di(ethan-1-ol)